C(C)N1C(=NC=2C1=NC(=CC2)C=2C=CN1N=C(N=CC12)NCC1OCCC1)C 5-(3-ethyl-2-methyl-3H-imidazo[4,5-b]pyridin-5-yl)-N-((tetrahydrofuran-2-yl)methyl)pyrrolo[2,1-f][1,2,4]triazin-2-amine